C1(=C(C=CC=C1)NCC(=O)O)C o-tolylglycine